(S)-1-tert-butyl 3-methyl 4-(3-iodopicolinoyl)piperazine-1,3-dicarboxylate IC=1C(=NC=CC1)C(=O)N1[C@@H](CN(CC1)C(=O)OC(C)(C)C)C(=O)OC